NC=1C2=C(N=CN1)N(C(=C2C2=NC=C(C=N2)OC2CC2)C2=CCC1(CCN(CC1)C(=O)[O-])CC2)C 9-(4-amino-5-(5-cyclopropoxypyrimidin-2-yl)-7-methyl-7H-pyrrolo-[2,3-d]pyrimidin-6-yl)-3-azaspiro[5.5]undec-8-ene-3-carboxylate